NC1=C2N=CN(C2=NC=N1)C[C@@H](C)OCP(OCCSCCCCCCCCCCCCCC=1C=NC=CC1)(O)=O 2-((13-(pyridin-3-yl)tridecyl)thio)ethyl hydrogen ((((R)-1-(6-amino-9H-purin-9-yl)propan-2-yl)oxy)methyl)phosphonate